2-[4-(aminomethyl)-1-piperidyl]-N-[2,2,2-trideuterio-1,1-bis(trideuteriomethyl)ethyl]acetamide NCC1CCN(CC1)CC(=O)NC(C([2H])([2H])[2H])(C([2H])([2H])[2H])C([2H])([2H])[2H]